1-carbamimidamido-N-[4-(morpholin-4-yl)phenyl]methanimidamide N(C(=N)N)C(NC1=CC=C(C=C1)N1CCOCC1)=N